4-amino-N-(4-(6-methylbenzo[d]oxazol-2-ylamino)phenyl)butanamide NCCCC(=O)NC1=CC=C(C=C1)NC=1OC2=C(N1)C=CC(=C2)C